CC=1C(=NC=C(C#N)C1)N1CC2=C(CC1)N=C(S2)C2=CC(=NC=C2)C 5-methyl-6-(2-(2-methylpyridin-4-yl)-6,7-dihydrothiazolo[5,4-c]pyridin-5(4H)-yl)nicotinonitrile